3-(trifluoromethyl)-5-[2-(trifluoromethyl)cyclopropyl]benzamide FC(C=1C=C(C(=O)N)C=C(C1)C1C(C1)C(F)(F)F)(F)F